[C@@H]1([C@H](CCC1)OCCO)OCCO (((1R,2S)-cyclopentane-1,2-diyl)bis(oxy))bis(ethan-1-ol)